(R)-3-(3,3-difluoroazetidin-1-yl)-5,6,6a,7,9,10-hexahydro-8H-pyrazino[1,2-a]pyrido[3,2-e]pyrazin FC1(CN(C1)C1=CC=2NC[C@@H]3N(C2N=C1)CCNC3)F